N1(C=NC=C1)C1=CC=C(C=C1)N(C1=CC=C(C=C1)N1C=NC=C1)C1=CC=C(C=C1)N1C=NC=C1 tri(4-imidazol-1-ylphenyl)amine